C(C)(C)(C)OC(=O)N1CCN(CC1)C1=C(C(=NC2=C(C=CC=C12)OC1=C2C=NNC2=CC(=C1Cl)F)NC=1C(=NC=CC1)C)C#N 4-(8-((5-chloro-6-fluoro-1H-indazol-4-yl)oxy)-3-cyano-2-((2-methylpyridin-3-yl)amino)quinolin-4-yl)piperazine-1-carboxylic acid tert-butyl ester